N[C@@H](C(=O)NC=1C=C(C=2N(C1)C(=C(N2)C)C)NCC2=C(C=CC=C2C)C)C (R)-2-Amino-N-(8-((2,6-dimethylbenzyl)amino)-2,3-dimethylimidazo[1,2-a]pyridin-6-yl)propanamide